C(=C\C=C\C)/[C@@H]1NCC[C@@H](C1)O (2R,4S)-2-[(1E,3E)-1,3-pentadien-1-yl]-4-piperidinol